Lithium 2-[(7S)-3,7-dimethyl-4,5,6,7-tetrahydroindazol-2-yl]acetate CC=1N(N=C2[C@H](CCCC12)C)CC(=O)[O-].[Li+]